C(C(C)C)OC=1C(C(=O)O)=CC=CC1.C(C=1C(O)=CC=CC1)(=O)OCC(C)C isobutyl salicylate (isobutyl salicylate)